1-(4-fluoro-3-methoxyphenyl)-5-(piperidin-4-yl)-1H-indazole hydrochloride Cl.FC1=C(C=C(C=C1)N1N=CC2=CC(=CC=C12)C1CCNCC1)OC